CCCCCCCCCCCCCCCCCCCCCCCCCCCC(=O)N[C@@H](CO)[C@@H]([C@@H](CCCCCCCCCCC(C)C)O)O The molecule is a N-acyl-4-hydroxy-15-methylhexadecasphinganine in which the acyl group has 28 carbons and 0 double bonds. It is a N-acyl-15-methylhexadecaphytosphingosine and a N-(ultra-long-chain-acyl)-sphingoid base. It derives from a 15-methylhexadecaphytosphingosine.